N-hydroxy-4-methoxybicyclo[2.2.2]oct-1-carbonimidoyl chloride ON=C(C12CCC(CC1)(CC2)OC)Cl